ClC1=CC=CC2=C1C(=NCC(N2)=S)C2=C(C=CC=C2F)F 6-chloro-5-(2,6-difluorophenyl)-1,3-dihydro-1,4-benzodiazepine-2-thione